8-[(1R)-1-{[6-chloro-2-(4H-1,2,4-triazol-3-yl)pyridin-3-yl]amino}ethyl]-3,6-dimethyl-2-phenyl-3,4-dihydroquinazolin-4-one ClC1=CC=C(C(=N1)C1=NN=CN1)N[C@H](C)C=1C=C(C=C2C(N(C(=NC12)C1=CC=CC=C1)C)=O)C